(4Z)-4-(1H-Benzimidazol-5-ylmethylene)-2-[[(1R)-1-(hydroxymethyl)-3-methyl-butyl]amino]-1H-imidazol-5-one N1C=NC2=C1C=CC(=C2)\C=C\2/N=C(NC2=O)N[C@H](CC(C)C)CO